FC1(CCC(CC1)COC(=O)N[C@H](C(=O)N[C@H](C(S(=O)(=O)[O-])O)C[C@H]1C(NCC1)=O)CC(C)C)F.[Na+] sodium (2S)-2-((S)-2-((((4,4-difluorocyclohexyl)methoxy)carbonyl)amino)-4-methylpentan-amido)-1-hydroxy-3-((S)-2-oxopyrrolidin-3-yl)propane-1-sulfonate